C(C)OC(C(\C=C\OCC)=O)=O.ClCCl Dichloromethan ethyl-(E)-4-ethoxy-2-oxo-but-3-enoate